FC1(C[C@@H]2CCC[C@H](C1)N2)F (1R,3r,5S)-7,7-difluoro-9-azabicyclo[3.3.1]nonan